N-(2-((5-amino-7-fluoroimidazo[1,2-c]quinazolin-2-yl)methyl)-1,2,3,4-tetrahydroisoquinolin-6-yl)picolinamide NC1=NC=2C(=CC=CC2C=2N1C=C(N2)CN2CC1=CC=C(C=C1CC2)NC(C2=NC=CC=C2)=O)F